C1(=CC=CC=C1)C(C(C)NS(=O)(=O)C1=CC=C(C=C1)OC(F)(F)F)NC(OC(C)(C)C)=O tert-butyl (1-phenyl-2-((4-(trifluoromethoxy)phenyl)sulfonamido) propyl)carbamate